3-amino-4-[7-fluoro-2-(oxan-2-yl)indazol-4-yl]-6-methoxy-1H-1,7-phenanthrolin-2-one NC=1C(NC2=C3C=CC=NC3=C(C=C2C1C=1C2=CN(N=C2C(=CC1)F)C1OCCCC1)OC)=O